OC1C(N(C(C1)=O)C(CCCCC)=O)=O 1-(3-hydroxy-2,5-dioxopyrrolidin-1-yl)-1-oxohexan